tris-aminoethyl ether NC(COCC(N)(N)N)(N)N